2-(chloromethyl)-3,3-difluoro-2-methyl-propionic acid ClCC(C(=O)O)(C(F)F)C